OC[C@@H](C)NCCN1C(=NC2=C3CC[C@@H](N(C3=CC=C21)C(=O)OC)C)CCN2C(C=CC=C2)=O methyl (S)-3-(2-(((R)-1-hydroxypropan-2-yl)amino)ethyl)-7-methyl-2-(2-(2-oxopyridin-1(2H)-yl)ethyl)-3,7,8,9-tetrahydro-6H-imidazo[4,5-f]quinoline-6-carboxylate